N-(cis-2-((6-(3-fluorophenyl)pyridin-2-yl)methyl)-1-((1-methylcyclopropyl)carbonyl)pyrrolidin-3-yl)methanesulfonamide FC=1C=C(C=CC1)C1=CC=CC(=N1)C[C@@H]1N(CC[C@@H]1NS(=O)(=O)C)C(=O)C1(CC1)C